C(C1=CC=CC=C1)OC(=O)N1[C@H](CN(CC1)C=1C2=C(N=C(N1)Cl)C(=CN2)CC2=CC(=CC1=CC=CC=C21)OCC2=CC=CC=C2)CC#N (S)-4-(7-((3-(benzyloxy)naphthalen-1-yl)methyl)-2-chloro-5H-pyrrolo[3,2-d]pyrimidin-4-yl)-2-(cyanomethyl)piperazine-1-carboxylic acid benzyl ester